FC=1C=C(COC=2C=C3N(C(N2)=O)C[C@@]24N3C[C@@H](N(C2=O)C)C4)C=C(C1OC=1C=NN(C1)C)F (3S,11aR)-7-((3,5-difluoro-4-((1-methyl-1H-pyrazol-4-yl)oxy)benzyl)oxy)-2-methyl-3,4-dihydro-9H,11H-3,11a-methanopyrazino[1',2':3,4]imidazo[1,2-c]pyrimidine-1,9(2H)-dione